ClC=1C=C(C=CC1)C(CCO)NC1=NC=NC2=CC(=C(C=C12)OC1CCN(CC1)C(=O)OC(C)(C)C)OC tert-butyl 4-((4-((1-(3-chlorophenyl)-3-hydroxypropyl)amino)-7-methoxyquinazolin-6-yl)oxy)piperidine-1-carboxylate